N-(2-((2-(dimethylamino)ethyl)(methyl)amino)-5-((4-(1,5'-dimethyl-spiro[pyrrolidin-3,3'-pyrrolo[3,2-b]pyridin]-1'(2'H)-yl)-1,3,5-triazin-2-yl)amino)-4-methoxyphenyl)acrylamide CN(CCN(C1=C(C=C(C(=C1)OC)NC1=NC=NC(=N1)N1CC2(C3=NC(=CC=C31)C)CN(CC2)C)NC(C=C)=O)C)C